BrC1=CC(=C(C(=C1)[N+](=O)[O-])N[C@H]1[C@H](CCCC1)NC(=O)C1=CC(NC2=CC=CC(=C12)F)=O)C(=O)N1CCN(CC1)C N-((1S,2R)-2-((4-bromo-2-(4-methylpiperazine-1-carbonyl)-6-nitrophenyl)amino)cyclohexyl)-5-fluoro-2-oxo-1,2-dihydroquinoline-4-carboxamide